methyl 4-bromo-6,7-dihydro-5H-cyclopenta[b]pyridine-7-carboxylate BrC1=C2C(=NC=C1)C(CC2)C(=O)OC